6-hydroxy-N-pentanoylcarbamoyl-adenosine OC1(C2=NCN([C@H]3[C@H](O)[C@H](O)[C@@H](CO)O3)C2=NC=N1)NC(NC(CCCC)=O)=O